C(C)OC(=O)C1(CC(=NO1)C1=C(C=C(C(=C1)N)F)Cl)C 3-(2-chloro-4-fluoro-5-aminophenyl)-5-methyl-4,5-dihydroisoxazole-5-carboxylic acid ethyl ester